methyl 4-bromo-5-(difluoromethoxy)-3-fluoro-2-(3-(2,2,2-trichloroacetyl)ureido)benzoate BrC1=C(C(=C(C(=O)OC)C=C1OC(F)F)NC(=O)NC(C(Cl)(Cl)Cl)=O)F